(methyl-Yl)carbamic acid tert-butyl ester C(C)(C)(C)OC(N=C)=O